ClC=1C=C(C=C(C1)F)C=1C=C2C=CN(C2=C(C1)C(=O)NCC1=CC=C(C(=O)O)C=C1)CC1=CC=C(C=C1)C(F)(F)F 4-((5-(3-chloro-5-fluorophenyl)-1-(4-(trifluoromethyl)benzyl)-1H-indole-7-carboxamido)methyl)benzoic acid